(R)-1-((5-fluoro-2-(2-methoxy-7-methylquinoxalin-5-yl)benzo[d]thiazol-6-yl)oxy)propan-2-yl (6-(2-hydroxy-2-methylpropyl)pyridin-3-yl)carbamate OC(CC1=CC=C(C=N1)NC(O[C@@H](COC1=CC2=C(N=C(S2)C2=C3N=CC(=NC3=CC(=C2)C)OC)C=C1F)C)=O)(C)C